Lithium nitrate lithium [Li+].[N+](=O)([O-])[O-].[Li+].[N+](=O)([O-])[O-]